COC1=C(CN(C(O)=O)C=2N=CC3=CC(=C(C=C3C2)C2=C(C3=C(OCCN3)N=C2)C)F)C=CC=C1.C(C(C)C)C1=CC=C(C2=CC=C(C2=C1)C)C 7-isobutyl-1,4-dimethyl-azulene 2-Methoxybenzyl-(7-fluoro-6-(8-methyl-2,3-dihydro-1H-pyrido[2,3-b][1,4]oxazin-7-yl)isoquinolin-3-yl)carbamate